IC=1C=C2C(=NC=NC2=CC1)NC1=CC(=C(C=C1)CC1=CC2=C(N(C=N2)C)C=C1)C 6-iodo-N-(3-methyl-4-((1-methyl-1H-benzo[d]imidazol-5-yl)methyl)phenyl)quinazolin-4-amine